N-[tert-butyloxycarbonyl]-N-[3-chloro-4-(4,4,5,5-tetramethyl-1,3,2-dioxaborolane-2-yl)pyridin-2-yl]carbamic acid tert-butyl ester C(C)(C)(C)OC(N(C1=NC=CC(=C1Cl)B1OC(C(O1)(C)C)(C)C)C(=O)OC(C)(C)C)=O